3,4-dihydroisoquinoline-2(1H)-carboxylic acid benzyl ester C(C1=CC=CC=C1)OC(=O)N1CC2=CC=CC=C2CC1